3-[(3-fluoro-2-methoxyphenyl)amino]-1H,5H,6H,7H-pyrrolo[3,2-c]pyridin-4-one FC=1C(=C(C=CC1)NC1=CNC2=C1C(NCC2)=O)OC